C1=NC=CC=2NC=3C=C(C=CC3C21)C=2C=CC(=NC2)CCCO 3-(5-(5H-pyrido[4,3-b]indol-7-yl)pyridin-2-yl)propan-1-ol